tert-Butyl rac-(4R,5R)-5-[(2-chloroacetyl)amino]-3,3-difluoro-4-hydroxy-piperidine-1-carboxylate ClCC(=O)N[C@H]1[C@H](C(CN(C1)C(=O)OC(C)(C)C)(F)F)O |r|